C=1OC=C2C=CC=CC12 ISOBENZOFURAN